2-(hydroxymethyl)-4-methyl-6-((1-((2-(trimethylsilyl)ethoxy)methyl)-1H-indazol-4-yl)methyl)-4H-thiazolo[5',4':4,5]Pyrrolo[2,3-d]Pyridazin-5(6H)-one OCC=1SC2=C(N(C=3C(N(N=CC32)CC3=C2C=NN(C2=CC=C3)COCC[Si](C)(C)C)=O)C)N1